tert-butyl (S)-3-(azidomethyl)pyrrolidine-1-carboxylate N(=[N+]=[N-])C[C@@H]1CN(CC1)C(=O)OC(C)(C)C